CN1C(N(C(C2=C1C=CNC2=O)=O)CC2=CC=CC=C2)=O 1-methyl-3-benzylpyrido[4,3-d]pyrimidine-2,4,5(1H,3H,6H)-trione